2-(4-((4-(4-bromophenyl)-5-oxo-4,5-dihydro-1H-1,2,4-triazol-1-yl)methyl)-2-methylphenoxy)-2-methylpropanoic acid BrC1=CC=C(C=C1)N1C=NN(C1=O)CC1=CC(=C(OC(C(=O)O)(C)C)C=C1)C